5-(1-methyl-1H-pyrazol-4-yl)-3-(pyridin-3-yl)thieno[3,2-b]pyridine CN1N=CC(=C1)C1=CC=C2C(=N1)C(=CS2)C=2C=NC=CC2